O([C@@H]1[C@H](O)C[C@H](O)[C@H](O1)CO)C methyl 3-deoxy-alpha-D-glucopyranoside